tert-butyl 2-(4-fluorophenyl)-3-(3-methyl-1H-pyrrolo[2,3-b]pyridin-4-yl)-6,7-dihydropyrazolo[1,5-a]pyrazine-5(4H)-carboxylate FC1=CC=C(C=C1)C1=NN2C(CN(CC2)C(=O)OC(C)(C)C)=C1C1=C2C(=NC=C1)NC=C2C